OCCOC1=CC=C(C=C1)OCCO 1,4-di-{hydroxyethoxy}-benzene